2-[3-[(2-azidoacetyl)amino]-2-[tert-butyl(dimethyl)silyl]oxy-propyl]pyrazole-3-carboxylic acid N(=[N+]=[N-])CC(=O)NCC(CN1N=CC=C1C(=O)O)O[Si](C)(C)C(C)(C)C